ClC1=CC2=C(N(C=N2)CCOC)C=C1 5-chloro-1-(2-methoxyethyl)-1H-1,3-benzodiazol